5-(5-Chloro-2-isopropyl-4-methoxy-phenoxy)-N2-(tetrahydro-pyran-4-yl)-pyrimidine-2,4-diamine ClC=1C(=CC(=C(OC=2C(=NC(=NC2)NC2CCOCC2)N)C1)C(C)C)OC